CC=1C=C2[C@@H](N3C(C2=CC1)=CN=C3)C3C(COC3)O 4-((S)-7-methyl-5H-imidazo[5,1-a]isoindol-5-yl)tetrahydrofuran-3-ol